ClC=1C(=C(C(=O)OCOC)C(=C(C1O)C)C)C methoxymethyl 3-chloro-4-hydroxy-2,5,6-trimethylbenzoate